N-(8-((2,6-dimethylbenzyl)amino)-2,3-dimethylimidazo[1,2-a]pyridin-6-yl)-3-fluorocyclobutane-1-carboxamide CC1=C(CNC=2C=3N(C=C(C2)NC(=O)C2CC(C2)F)C(=C(N3)C)C)C(=CC=C1)C